2-chloro-3-[(4-chloro-2-fluorobenzyl)oxy]pyrazine ClC1=NC=CN=C1OCC1=C(C=C(C=C1)Cl)F